COC1=C(CNC2=NC(=CC=3C2=NN(N3)CC3=NN(C=C3)C)C3=C(C#N)C=CC=C3)C=CC(=C1)OC (4-((2,4-Dimethoxybenzyl)amino)-2-((1-methyl-1H-pyrazol-3-yl)methyl)-2H-[1,2,3]triazolo[4,5-c]pyridin-6-yl)benzonitrile